(S)-1-phenyl-2-(pyrrolidin-1-yl)ethan-1-amine hydrochloride Cl.C1(=CC=CC=C1)[C@@H](CN1CCCC1)N